O=C1NC(CCC1N1C(C2=CC=C(C=C2C1)CNC(=O)NC1=C(C=CC=C1)O)=O)=O 1-((2-(2,6-dioxopiperidin-3-yl)-1-oxoisoindolin-5-yl)methyl)-3-(2-hydroxyphenyl)urea